Ethyl 2-(4-(3-fluoro-5-methoxy-4-((4-trityl-4H-1,2,4-triazol-3-yl)methoxy)phenyl)-3-methyl-2-oxo-6-(trifluoromethyl)-2,3-dihydro-1H-benzo[d]imidazol-1-yl)acetate FC=1C=C(C=C(C1OCC1=NN=CN1C(C1=CC=CC=C1)(C1=CC=CC=C1)C1=CC=CC=C1)OC)C1=CC(=CC=2N(C(N(C21)C)=O)CC(=O)OCC)C(F)(F)F